7-(2,8-Dimethylimidazo[1,2-b]pyridazin-6-yl)-5-fluoro-3-(5-methyl-2,5-diazabicyclo[2.2.1]hept-2-yl)cinnoline CC=1N=C2N(N=C(C=C2C)C2=CC(=C3C=C(N=NC3=C2)N2C3CN(C(C2)C3)C)F)C1